3,8-bis(1-(2,2-difluoroethoxy)ethyl)porphyrin FC(COC(C)C=1C=C2NC1C=C1C=C(C(=N1)C=C1C=CC(N1)=CC=1C=CC(N1)=C2)C(C)OCC(F)F)F